CC1=C2C(=CC(=C1)O2)C2=CC=CC=C2 (2-Methyl-6-phenyl-1,4-phenylene) ether